1-Isopropyl-3,5-bis(4-isopropylbenzylidene)piperidin-4-one C(C)(C)N1CC(C(C(C1)=CC1=CC=C(C=C1)C(C)C)=O)=CC1=CC=C(C=C1)C(C)C